9,9'-(5-(4,6-diphenyl-1,3,5-triazin-2-yl)-1,3-phenylene)bis(3,6-di(pyridin-4-yl)-9H-carbazole) C1(=CC=CC=C1)C1=NC(=NC(=N1)C1=CC=CC=C1)C=1C=C(C=C(C1)N1C2=CC=C(C=C2C=2C=C(C=CC12)C1=CC=NC=C1)C1=CC=NC=C1)N1C2=CC=C(C=C2C=2C=C(C=CC12)C1=CC=NC=C1)C1=CC=NC=C1